1-[4-[(2R,4R)-2-methyl-4-[3-methyl-4-[[(1R)-1-phenylethoxy]carbonylamino]isoxazol-5-yl]-1-piperidyl]phenyl]cyclopropanecarboxylic acid C[C@H]1N(CC[C@H](C1)C1=C(C(=NO1)C)NC(=O)O[C@H](C)C1=CC=CC=C1)C1=CC=C(C=C1)C1(CC1)C(=O)O